B(OS(=O)(=O)F)(OS(=O)(=O)F)OS(=O)(=O)F.[Li] lithium trifluorosulfonyl borate